1-(4-bromophenyl)-4-(piperidin-4-ylmethyl)piperazine compound with 2,2,2-trifluoroacetic acid FC(C(=O)O)(F)F.BrC1=CC=C(C=C1)N1CCN(CC1)CC1CCNCC1